NC(=CC(C(F)(F)F)=O)CO 4-amino-1,1,1-trifluoro-5-hydroxy-pent-3-en-2-one